COC(C1=C(C(=CC=C1)Br)N)=O 3-bromo-2-aminobenzoic acid methyl ester